C(C)(C)(C)OC(=O)N(C(OC(C)(C)C)=O)C1=NC=C(C=N1)NCC1=CC(=CC(=C1)C1CC1)C(C)(C)C tert-butyl (tert-butoxycarbonyl)(5-((3-(tert-butyl)-5-cyclopropylbenzyl)amino)pyrimidin-2-yl)carbamate